NNC(=O)NCCCCCCNC(NN)=O 4,4'-hexamethylenebis-semicarbazide